SC1C(=O)NCCC1 2-mercapto-5-pentanolactam